NCCNC1=C2C(N(C(C2=CC=C1)=O)C1C(NC(CC1)=O)=O)=O 4-(2-aminoethyl)amino-2-(2,6-dioxopiperidin-3-yl)isoindoline-1,3-dione